CO[Si]1(N(CCC1)CCC[Si](OCC)(OCC)OCC)C 2-methoxy-2-methyl-1-(3-triethoxysilylpropyl)-1-aza-2-silacyclopentane